OC1=C(C=C(C=C1)C1OCCCO1)OC 2-(4-hydroxy-3-methoxyphenyl)-1,3-dioxane